5-methyl-2-(pyrimidin-2-yl)benzoic acid CC=1C=CC(=C(C(=O)O)C1)C1=NC=CC=N1